BrC=1C=C(C=CC1)C1(CC2(CC2)C1)C#N 5-(3-bromophenyl)spiro[2.3]hexane-5-carbonitrile